OCCOC1=C(C2=CC=CC=C2C=C1)C(C)(C)C1=C(C=CC2=CC=CC=C12)OCCO bis(2-hydroxyethoxynaphthyl)-propane